CN(C1=C(C2=CC=CC=C2C(=C1)O)OC(C(=C)C)=O)C 2-dimethylamino-4-hydroxy-1-methacryloyloxynaphthalene